3-(benzyloxy)-2-(1,3-dioxolan-2-yl)-6-vinylpyridine C(C1=CC=CC=C1)OC=1C(=NC(=CC1)C=C)C1OCCO1